C1(C=CC(CC1)C(C)C)C 2-p-menthene